(E)-N-(5-cyano-4-(3,4-difluorophenyl)thiazol-2-yl)-5-((2-hydroxy-3-methoxybenzylidene)amino)-3-methylpyridine-2-sulfonamide C(#N)C1=C(N=C(S1)NS(=O)(=O)C1=NC=C(C=C1C)/N=C/C1=C(C(=CC=C1)OC)O)C1=CC(=C(C=C1)F)F